N-[(R,4S)-9-(dichloromethylene)-1,2,3,4-tetrahydro-1,4-methanonaphthalen-5-yl]-3-(difluoromethyl)-1-methyl-1H-pyrazole-4-carboxamide ClC(=C1[C@@H]2CC[C@H]1C1=C(C=CC=C21)NC(=O)C=2C(=NN(C2)C)C(F)F)Cl